O(C1=CC=CC=C1)C1=CC=C(C=C1)C=1C=CC=C2C=NC(=NC12)NC=1C=CC2=C(CC[C@H](CC2)N2CCCC2)C1 (S)-8-(4-Phenoxyphenyl)-N-(7-(pyrrolidin-1-yl)-6,7,8,9-tetrahydro-5H-benzo[7]annulen-2-yl)quinazolin-2-amine